cycloheptanal C1(CCCCCC1)C=O